N,N-dimethyl-1-[5-[(2R,5S)-5-methyl-2-piperidyl]-1,3-benzothiazol-2-yl]methanamine CN(CC=1SC2=C(N1)C=C(C=C2)[C@@H]2NC[C@H](CC2)C)C